N-[4-(6-tert-butyl-9,9-dimethyl-8-phenyl-9H-fluoren-2-yl)phenyl]-9,9-dimethyl-9H-fluoren-2-amine C(C)(C)(C)C=1C=C2C=3C=CC(=CC3C(C2=C(C1)C1=CC=CC=C1)(C)C)C1=CC=C(C=C1)NC1=CC=2C(C3=CC=CC=C3C2C=C1)(C)C